N-((1R,2R)-2-Hydroxycyclopentyl)-5-(2-methyl-4-phenoxyphenyl)-4-oxo-4,5-dihydro-3H-1-thia-3,5,8-triazaacenaphthylene-2-carboxamide O[C@H]1[C@@H](CCC1)NC(=O)C=1SC=2N=CC=C3N(C(NC1C23)=O)C2=C(C=C(C=C2)OC2=CC=CC=C2)C